N[C@@H]1CC(CN(C1)C(=O)C1=CC2=C(N(C(=N2)C2=CC=3C=4N2CCN(C4C=CC3)CCCO)C)C(=C1)OC)(F)F (R)-(5-amino-3,3-difluoropiperidin-1-yl)(2-(1-(3-hydroxypropyl)-2,3-dihydro-1H-pyrrolo[1,2,3-de]quinoxalin-5-yl)-7-methoxy-1-methyl-1H-benzo[d]imidazol-5-yl)methanone